cis-dihydroethylcatechol C(C)C=1[C@@H]([C@H](O)C=CC1)O